N[C@@H]1[C@@H](OCC12CCN(CC2)C=2C(NC(=CN2)SC2=C(C(=CC=C2)Cl)Cl)=O)C 3-((3S,4S)-4-Amino-3-methyl-2-oxa-8-azaspiro[4.5]decan-8-yl)-6-((2,3-dichlorophenyl)thio)pyrazin-2(1H)-on